Tert-butyl N-[2-(4-formylcyclohexyl)-6-(1-hydroxy-1-methyl-ethyl)indazol-5-yl]carbamate C(=O)C1CCC(CC1)N1N=C2C=C(C(=CC2=C1)NC(OC(C)(C)C)=O)C(C)(C)O